(3S)-1'-[3-(2-chloro-3-fluoropyridin-4-yl)-1H-pyrazolo[3,4-b]pyrazin-6-yl]-1,3-dihydrospiro[inden-2,4'-piperidin]-3-amine ClC1=NC=CC(=C1F)C1=NNC2=NC(=CN=C21)N2CCC1(CC2)CC2=CC=CC=C2[C@H]1N